2-(9,9-diphenyl-[9H]fluorene-3-yl)-4-(pyridin-3-yl)-6-([1,1':4',1'']terphenyl-4-yl)-pyrimidine C1(=CC=CC=C1)C1(C2=CC=CC=C2C=2C=C(C=CC12)C1=NC(=CC(=N1)C=1C=NC=CC1)C1=CC=C(C=C1)C1=CC=C(C=C1)C1=CC=CC=C1)C1=CC=CC=C1